1-(12-amino-8-isopropyl-5-oxo-5,6,7,8-tetrahydrobenzo[c]pyrimido[5',4':4,5]pyrrolo[3,2-e]azepin-3-yl)-3-cyclopropylurea NC1=NC=NC2=C1C=1C3=C(C(NCC1N2C(C)C)=O)C=C(C=C3)NC(=O)NC3CC3